benzyl (2-(2-(4-fluorophenyl)-6-vinylpyridin-4-yl)propan-2-yl)carbamate FC1=CC=C(C=C1)C1=NC(=CC(=C1)C(C)(C)NC(OCC1=CC=CC=C1)=O)C=C